6-(((1H-1,2,4-triazol-3-yl)amino)(4-(3-chloropropoxy)phenyl)methyl)dibenzo[c,e][1,2]oxaphosphinine 6-oxide N1N=C(N=C1)NC(P1(OC2=C(C3=C1C=CC=C3)C=CC=C2)=O)C2=CC=C(C=C2)OCCCCl